CN([C@H]1CN(CC1)C1=CC(=C(C=C1)N1C(=NC(=C1)C1=NC(=NC=C1C(F)(F)F)NC1CCN(CC1)S(=O)(=O)C)C)F)C (R)-4-(1-(4-(3-(Dimethylamino)-pyrrolidin-1-yl)-2-fluorophenyl)-2-methyl-1H-imidazol-4-yl)-N-(1-(methyl-sulfonyl)piperidin-4-yl)-5-(trifluoro-methyl)pyrimidin-2-amine